ClC1=C(C(=O)N[C@H](C(=O)O)CC=2C=NC(=CC2)N2C(N(C3=C(C2=O)C=CN=C3)C)=O)C(=CC(=C1)N1[C@H](COCC1)C(F)(F)F)F (S)-2-(2-chloro-6-fluoro-4-((R)-3-(trifluoromethyl)morpholino)benzamido)-3-(6-(1-methyl-2,4-dioxo-1,4-dihydropyrido[3,4-d]pyrimidin-3(2H)-yl)pyridin-3-yl)propanoic acid